(S)-3-(((R)-3-butyl-3-ethyl-7-(methylsulfanyl)-1,1-dioxo-5-phenyl-2,3,4,5-tetrahydro-1,5-benzothiazepin-8-yl)oxy)-2-fluoro-2-methylpropanoic acid C(CCC)[C@]1(CS(C2=C(N(C1)C1=CC=CC=C1)C=C(C(=C2)OC[C@](C(=O)O)(C)F)SC)(=O)=O)CC